ClC1=NC=C(N=C1)OC(F)(F)F 2-chloro-5-(trifluoromethoxy)pyrazine